6-(1-(benzyloxy)-2-methylpropan-2-yl)-10-methoxy-2-oxo-6,7-dihydro-2H-pyrido[2',1':3,4]pyrazino[1,2-b]indazole-3-carboxylic acid ethyl ester C(C)OC(=O)C=1C(C=C2N(C(CN3N=C4C(=CC=CC4=C32)OC)C(COCC3=CC=CC=C3)(C)C)C1)=O